2-(2-((2-(5-(2-methoxyethyl)-5H-[1,3]dioxolo[4',5':4,5]benzo[1,2-d]imidazol-6-yl)ethyl)amino)ethyl)oxazole-4-carboxamide COCCN1C(=NC2=C1C=C1C(=C2)OCO1)CCNCCC=1OC=C(N1)C(=O)N